NC1=C(C2=C(S1)C(C[C@H](C2)C2=C(C=CC=C2)C(F)(F)F)=O)C(=O)N (S)-2-Amino-7-oxo-5-(2-(trifluoromethyl)phenyl)-4,5,6,7-tetrahydrobenzo[b]thiophene-3-carboxamide